C(#N)C(=C1CCN(CC1)C(=O)OC(C)(C)C)C1=CC=C(C=C1)F tert-butyl 4-[cyano(4-fluorophenyl)methylidene]piperidine-1-carboxylate